The molecule is a 3-hydroxymonocarboxylic acid that is the 3-hydroxy derivative of 3-butenoic acid. It is a 3-hydroxymonocarboxylic acid and an enol. It is a tautomer of an acetoacetic acid. C=C(CC(=O)O)O